ClC=1C=C(C=CC1F)[C@@H](NC(=O)N1[C@@H](C(NCC1)=O)C)C1CCC2(CC2(F)F)CC1 (2R)-N-((S)-(3-chloro-4-fluorophenyl)(cis-1,1-difluorospiro[2.5]oct-6-yl)methyl)-2-methyl-3-oxopiperazine-1-carboxamide